C1(=C(C=CC=C1)N1C(N(CC1)C1=C(C=CC=C1)C)=[Ru-4](=CC1=C(C=CC(=C1)[N+](=O)[O-])OC(C)C)(Cl)Cl)C (1,3-di-o-tolylimidazolidin-2-ylidene)dichloro(2-isopropoxy-5-nitrobenzylidene)ruthenium(II)